BrC=1C=CC(=C(C(=O)OC)C1)C(Br)Br methyl 5-bromo-2-(dibromomethyl)-benzoate